2-((1,4-dioxaspiro[4.5]decan-8-ylthio)methyl)-7-(cyclopentylamino)-3-((2-(trimethylsilyl)ethoxy)methyl)quinazolin-4(3H)-one O1CCOC12CCC(CC2)SCC2=NC1=CC(=CC=C1C(N2COCC[Si](C)(C)C)=O)NC2CCCC2